(((tert-butyldimethylsilyl)oxy)methyl)-2-ethynyltetrahydrofuran-3-ol [Si](C)(C)(C(C)(C)C)OCC1(OCCC1O)C#C